OC1=C(C=C(C=C1COC)C(C)(C)C1=CC(=C(C(=C1)COC)O)COC)COC 2,2-bis(4-hydroxy-3,5-dimethoxymethylphenyl)propane